2-(chloro(4-chlorophenyl)methyl)-3-fluoropyridine ClC(C1=NC=CC=C1F)C1=CC=C(C=C1)Cl